COCC1=NN(C(=C1)C(=O)NC1=NNC(=C1)[C@@H]1C[C@@H](CC1)OC1=NC=CC=N1)C 3-(methoxymethyl)-1-methyl-N-(5-((1S,3R)-3-(pyrimidin-2-yloxy)cyclopentyl)-1H-pyrazol-3-yl)-1H-pyrazole-5-carboxamide